4-amino-N-ethyl-N-((5-(3-hydroxy-3-methylbut-1-yn-1-yl)-4-methylpyridin-2-yl)methyl)-1,7-dimethyl-1H-pyrazolo[4,3-c]quinoline-8-carboxamide NC1=NC=2C=C(C(=CC2C2=C1C=NN2C)C(=O)N(CC2=NC=C(C(=C2)C)C#CC(C)(C)O)CC)C